CC1=C(C(=O)N[C@H](C)C2=CC(=NC3=CC=CC=C23)C2=CC=NN2C2OCCCC2)C=CC=C1 2-methyl-N-((1R)-1-(2-(1-(tetrahydro-2H-pyran-2-yl)-1H-pyrazol-5-yl)quinolin-4-yl)ethyl)benzamide